4-chloro-2-cyclopropyl-5-methylsulfonylphenol ClC1=CC(=C(C=C1S(=O)(=O)C)O)C1CC1